ClC1=CC(=C(COC2=C(C=C(C(=N2)C2CCN(CC2)C(=O)OC(C)(C)C)F)F)C=C1)F tert-butyl 4-(6-((4-chloro-2-fluorobenzyl) oxy)-3,5-difluoropyridin-2-yl)piperidine-1-carboxylate